bromo-5-ethyl-2,3'-bipyridine BrC=1C(=NC=C(C1)CC)C=1C=NC=CC1